5-(6-Chloropyrimidin-4-Yl)Benzene-1,3-Dicarbonitrile ClC1=CC(=NC=N1)C=1C=C(C=C(C1)C#N)C#N